C(=O)(O)CC(=O)OC1=CC=C(C(=O)O)C=C1 4-(carboxyacetoxy)benzoic acid